FC(C(=O)O)(F)F.C(#N)C1(CC1)NC([C@H](CC(C)C)N[C@H](C(F)(F)F)C1=CC2=C(OC3=C2C=CC(=C3)F)C=C1)=O (S)-N-(1-cyanocyclopropyl)-4-methyl-2-(((S)-2,2,2-trifluoro-1-(7-fluorodibenzo[b,d]furan-2-yl)ethyl)amino)pentanamide trifluoroacetate